(3R,6S)-5-(2-(tert-butylamino)-2-oxoacetyl)-1,1-difluoro-N-((S)-3-oxo-1-((S)-2-oxopyrrolidin-3-yl)-4-(trifluoromethoxy)butan-2-yl)-5-azaspiro[2.4]-heptane-6-carboxamide C(C)(C)(C)NC(C(=O)N1C[C@]2(CC2(F)F)C[C@H]1C(=O)N[C@@H](C[C@H]1C(NCC1)=O)C(COC(F)(F)F)=O)=O